BrC=1C=C(C=CC1)C=1N(C=CC1)C(=O)OC(C)(C)C tert-butyl 2-(3-bromophenyl)-1H-pyrrole-1-carboxylate